5-Chloro-N-(3-(2-(cyclopropylamino)-7-oxo-7,8-dihydropyrido[2,3-d]pyrimidin-6-yl)-4-fluorophenyl)-2-methoxypyridine-3-sulfonamide ClC=1C=C(C(=NC1)OC)S(=O)(=O)NC1=CC(=C(C=C1)F)C1=CC2=C(N=C(N=C2)NC2CC2)NC1=O